thioisocyanate trifluorophosphate P(=O)(F)(F)F.S(N=C=O)N=C=O